octafluoro-N4,N4'-bis(4-methoxybenzyl)-[1,1'-biphenyl]-4,4'-diamine FC1=C(C(=C(C(=C1C1=C(C(=C(C(=C1F)F)NCC1=CC=C(C=C1)OC)F)F)F)F)NCC1=CC=C(C=C1)OC)F